5-(dimethylamino)-2-methyl-5-oxo-pentanoic acid methyl ester COC(C(CCC(=O)N(C)C)C)=O